(4aR,8aS)-6-(3-(3,5-Dichlorophenyl)pyrrolidin-1-carbonyl)hexahydro-2H-pyrido[4,3-b][1,4]oxazin-3(4H)-on ClC=1C=C(C=C(C1)Cl)C1CN(CC1)C(=O)N1C[C@@H]2[C@@H](OCC(N2)=O)CC1